(R)-1-(4-acetamido-phenyl)-6-fluoro-4-oxo-7-(2-((pyridin-2-yloxy)methyl)pyrrolidin-1-yl)-1,4-dihydro-quinoline-3-carboxylic acid C(C)(=O)NC1=CC=C(C=C1)N1C=C(C(C2=CC(=C(C=C12)N1[C@H](CCC1)COC1=NC=CC=C1)F)=O)C(=O)O